[I-].FC1=C(/C=C/C2=CC=C([N+](C)(C)C)C=C2)C(=CC=C1)F (E)-4-(2,6-difluorostyryl)-N,N,N-trimethylanilinium iodide